CN(C1=CC=C(C=CC=[N+]([O-])C2=CC=C(C=C2)C(=O)O)C=C1)C alpha-[p-(dimethylamino)styryl]-N-(4-carboxyphenyl)nitrone